tert-Butyl N-[3-cyano-4-[3-[(4,4-difluoro-1-methyl-3-piperidyl)methoxy]-5-fluoro-7,9-dihydrofuro[3,4-f]quinazolin-6-yl]-7-fluoro-thieno[3,2-c]pyridin-2-yl]carbamate C(#N)C1=C(SC2=C1C(=NC=C2F)C=2C1=C(C=3C=NC(=NC3C2F)OCC2CN(CCC2(F)F)C)COC1)NC(OC(C)(C)C)=O